1-ethyl-3-butyl-4-propylimidazole hydroxide [OH-].C(C)N1CN(C(=C1)CCC)CCCC